NC1=NC=C(C2=C1C=NN2COCC[Si](C)(C)C)NC(C(N2[C@H](CC[C@@H](C2)C)C=2C=CC1=CN(N=C1C2)C)=O)=O N-[4-amino-1-(2-trimethylsilylethoxymethyl)pyrazolo[4,3-c]pyridin-7-yl]-2-oxo-2-[(2R,5S)-5-methyl-2-(2-methylindazol-6-yl)-1-piperidyl]acetamide